CC1(C=2C=CC(=CC2C(CC1)(C)C)C1(OCCO1)C1=CC=C(C(=O)O)C=C1)C 4-[2-(5,6,7,8-Tetrahydro-5,5,8,8-tetramethyl-2-naphthalenyl)-1,3-dioxolan-2-yl]-benzoic acid